N1N=CC(=C1)C1=CC2=C(N=C(S2)NC2=NC=CC(=C2)N2CCN(CC2)C(COC)=O)C=C1 1-(4-(2-((6-(1H-pyrazol-4-yl)benzo[d]thiazol-2-yl)amino)pyridin-4-yl)piperazin-1-yl)-2-methoxyethanone